N[C@H]1CS(C2=C(N(C1=O)CC1=CC=C(C=C1)C=1OC(=CN1)C(F)(F)F)C=C(C=C2)C=2OC(=NN2)C(C)(C)C)(=O)=O (3R)-3-amino-7-(5-tert-butyl-1,3,4-oxadiazol-2-yl)-1,1-dioxo-5-[[4-[5-(trifluoromethyl)oxazol-2-yl]phenyl]methyl]-2,3-dihydro-1λ6,5-benzothiazepine-4-One